P(=O)(OC(C)(C)C)(OC(C)(C)C)OC=1C2=C(C=3[C@@H](CN(C3C1)C(C(F)(F)F)=O)CCl)C=CC=C2 (S)-di-tert-butyl (1-(chloromethyl)-3-(2,2,2-trifluoroacetyl)-2,3-dihydro-1H-benzo[e]indol-5-yl) phosphate